(S)-N-(2-((6-((4-chloro-2-fluorobenzyl)oxy)-3',6'-dihydro-[2,4'-bipyridin]-1'(2'H)-yl)methyl)-1-(oxetan-2-ylmethyl)-1H-benzo[d]imidazol-5-yl)-3-methyl-1H-indazole-5-carboxamide ClC1=CC(=C(COC2=CC=CC(=N2)C=2CCN(CC2)CC2=NC3=C(N2C[C@H]2OCC2)C=CC(=C3)NC(=O)C=3C=C2C(=NNC2=CC3)C)C=C1)F